N1C(NC2=C1C=CC=C2)=O 2(3H)benzimidazolone